C(C1=CC=CC=C1)(=O)O[C@H]1[C@@H](O[C@@H]([C@H]([C@@H]1OC(C1=CC=CC=C1)=O)OC(C1=CC=CC=C1)=O)COC(C1=CC=CC=C1)=O)N1N=NC(=C1)C1=NC2=CC=CC=C2C=C1 1-(2',3',4',6'-Tetra-O-benzoyl-β-D-glucopyranosyl)-4-(quinolin-2-yl)-1,2,3-triazole